(R)-3-(2,2,5,5-tetramethyl-1,3-dioxane-4-carboxamido)propanoic acid CC1(OCC([C@@H](O1)C(=O)NCCC(=O)O)(C)C)C